NC=1C=C(C=C(C1O)F)C(C)=O 1-(3-amino-5-fluoro-4-hydroxyphenyl)ethanone